N-Cyclohexylthiophthalimid C1(CCCCC1)N1C(C=2C(C1=O)=CC=CC2)=S